5H-pyrido[3,2-b]indole N1=CC=CC=2NC=3C=CC=CC3C21